4-amino-8-(5-cyclopropylpyridin-3-yl)-2-oxo-N-propyl-1,2-dihydroquinoline-3-carboxamide NC1=C(C(NC2=C(C=CC=C12)C=1C=NC=C(C1)C1CC1)=O)C(=O)NCCC